(R)-(3,3-difluorocyclobutyl)(6-(2-(2-propanyl)-2H-indazol-5-yl)thieno[2,3-b]pyridin-2-yl)methanol FC1(CC(C1)[C@@H](O)C1=CC=2C(=NC(=CC2)C2=CC3=CN(N=C3C=C2)C(C)C)S1)F